2-[4-(3-phenyl-4-methoxyphenyl)aminophenyl]ethyl-(R)-2-hydroxy-2-(8-hydroxy-2(1H)-quinolinon-5-yl)ethylamine C1(=CC=CC=C1)C=1C=C(C=CC1OC)NC1=CC=C(C=C1)CCNC[C@@H](C1=C2C=CC(NC2=C(C=C1)O)=O)O